C(C1=CC=CC=C1)OC(=O)N1C(CN(CC1)C(=O)OC(C)(C)C)CC(=O)OC methyl 2-[1-(benzyloxycarbonyl)-4-(tert-butoxycarbonyl)piperazin-2-yl]acetate